tert-butyl 6-[6-amino-7-[4-fluoro-2-(2-methoxyethoxy)phenyl]thieno[3,2-c]pyridin-4-yl]-3,4-dihydro-1H-isoquinoline-2-carboxylate NC1=C(C2=C(C(=N1)C=1C=C3CCN(CC3=CC1)C(=O)OC(C)(C)C)C=CS2)C2=C(C=C(C=C2)F)OCCOC